1,2-bis((tert-butyl-(1H-indol-1-yl)phosphino)methyl)naphthalene Titanium [Ti].C(C)(C)(C)P(N1C=CC2=CC=CC=C12)CC1=C(C=CC2=CC=CC=C12)CP(N1C=CC2=CC=CC=C12)C(C)(C)C